N-(3-((tert-butylamino)methyl)benzyl)-2-chloro-3-nitroquinolin-4-amine C(C)(C)(C)NCC=1C=C(CNC2=C(C(=NC3=CC=CC=C23)Cl)[N+](=O)[O-])C=CC1